tert-butyl (2S,5S)-5-(azidomethyl)-4-(bis(4-fluorophenyl) methyl)-2-methylpiperazine-1-carboxylate N(=[N+]=[N-])C[C@H]1N(C[C@@H](N(C1)C(=O)OC(C)(C)C)C)C(C1=CC=C(C=C1)F)C1=CC=C(C=C1)F